NC1=CC2=C(N=CS2)C=C1 6-aminobenzothiazole